3,3',3''-((2S,5S,8S,11S)-11-(3-carboxypropyl)-1,4,7,10-tetraazacyclododecane-2,5,8-triyl)tripropanoic acid C(=O)(O)CCC[C@@H]1NC[C@@H](NC[C@@H](NC[C@@H](NC1)CCC(=O)O)CCC(=O)O)CCC(=O)O